CC1=C(C(=O)NC1=O)C1=CC=CC=C1 METHYLPHENYL-MALEIMIDE